CC=1N=CC2=C(N1)NC(C(=C2)C2CCN(CC2)C(=O)OC(C)(C)C)=O tert-butyl 4-(2-methyl-7-oxo-7,8-dihydropyrido[2,3-d]pyrimidin-6-yl)piperidine-1-carboxylate